Bis-(3,4-epoxy-6-methylcyclohexylmethyl)adipat CC1CC2C(CC1COC(CCCCC(=O)OCC1CC3C(CC1C)O3)=O)O2